O1CCN(CC1)C=1C=C(N=C2N(C=NC12)CC1CN(C1)C(=O)N)N1N=C(C=C1)C=1C=C(C=CC1)C 3-({7-morpholino-5-[3-(m-tolyl)-1-pyrazolyl]-3H-1,3,4-triazainden-3-yl}methyl)-1-azetidinecarboxamide